4-((4-methylpyridin-2-yl)amino)butanamide tert-Butyl-((1r,4r)-4-((2,2,2-trifluoroethyl)amino)cyclohexyl)carbamate C(C)(C)(C)N(C(O)=O)C1CCC(CC1)NCC(F)(F)F.CC1=CC(=NC=C1)NCCCC(=O)N